CC=1C=CC=2N(C3=CC=C(C=C3C2C1)C)C=1C(=NC(=C(C1C=1C=NC=CC1)N1C2=CC=CC=C2C=2C=C(C=CC12)N(C1=CC=CC=C1)C1=CC=CC=C1)N1C2=CC=C(C=C2C=2C=C(C=CC12)C)C)N1C2=CC=CC=C2C=2C=C(C=CC12)N(C1=CC=CC=C1)C1=CC=CC=C1 9,9'-(3',6'-bis(3,6-dimethyl-9H-carbazol-9-yl)-[3,4'-bipyridine]-2',5'-diyl)bis(N,N-diphenyl-9H-carbazol-3-amine)